CC1=C(C(=C(C1([Hf]C=1C(C2=CC(=C(C=C2C1)C)C)C(C)(C)C)C)C)C)C Pentamethylcyclopentadienyl-(1-tert-butyl-5,6-dimethylindenyl)hafnium